CC1=CC=CC(=N1)C1=C(N=CN1)C=1C=C2C=C(C=NC2=CC1)C1=CCC(CC1)C(=O)O 4-[6-[5-(6-methyl-2-pyridyl)-1H-imidazol-4-yl]-3-quinolyl]cyclohex-3-ene-1-carboxylic acid